C(C)(C)C1=C(NC2=CC=C(C=C12)C1=NN=C(S1)C(=O)NC1CCN(CC1)C(C)C)C1=CC(=NC=C1)C 5-(3-isopropyl-2-(2-methylpyridin-4-yl)-1H-indol-5-yl)-N-(1-isopropylpiperidin-4-yl)-1,3,4-thiadiazole-2-carboxamide